BrC=1N=C2N(N1)[C@@H](C[C@H]2OC(C(C)(C)C)=O)C2=CC(=C(C=C2)F)F 2,2-Dimethylpropanoic acid [(5S,7R)-2-bromo-5-(3,4-difluorophenyl)-6,7-dihydro-5H-pyrrolo[1,2-b][1,2,4]triazol-7-yl] ester